ClC1=CC(=C(C=C1)C1=NC(=CC=2N=C(N(C(C21)=O)C)C)N2CC(CCC2)C2=CN=CO2)F 5-(4-chloro-2-fluoro-phenyl)-2,3-dimethyl-7-(3-(1,3-oxazol-5-yl)-1-piperidinyl)pyrido-[4,3-d]pyrimidin-4(3H)-one